C(C1=CC=CC=C1)OC1=C(C(=CC(=C1)C(F)(F)F)C)I 1-(benzyloxy)-2-iodo-3-methyl-5-(trifluoromethyl)benzene